FC1=CC=C(C=C1)CN1CC2(C1)CC(C2)NC(=O)N2[C@@H](CN([C@H](C2)C)C2=NC=C(C=N2)C(F)(F)F)C (2R,5S)-N-{2-[(4-fluorophenyl)methyl]-2-azaspiro[3.3]heptan-6-yl}-2,5-dimethyl-4-[5-(trifluoromethyl)pyrimidin-2-yl]piperazine-1-carboxamide